(S)-2,6-di-t-butoxycarbonylaminohexanoic acid C(C)(C)(C)OC(=O)N[C@H](C(=O)O)CCCCNC(=O)OC(C)(C)C